NCCCCCCN1CCCC1C(OC(C1=CC=C(C=C1)OC)C1=CC=C(C=C1)OC)C1=CC=CC=C1 1-(6-Amino-hexyl)-5-[bis-(4-methoxy-phenyl)-phenyl-methoxymethyl]-pyrrolidin